C(C)C(COC(CCCCCCCC(=O)OCC(CC)CC)=O)CC.CN([C@H](CNC(C1=CC=C(C=C1)C(F)(F)F)=O)CC1=C(C=C(C=C1C)O)C)C (S)-N-(2-(dimethylamino)-3-(4-hydroxy-2,6-dimethylphenyl)propyl)-4-(trifluoromethyl)benzamide di(2-ethylbutyl)azelate